2-(1-(2-isopropoxyethyl)-6,7-dihydro-1H-[1,4]dioxino[2',3':4,5]benzo[1,2-d]imidazol-2-yl)ethan-1-amine dihydrochloride Cl.Cl.C(C)(C)OCCN1C(=NC2=C1C=C1C(=C2)OCCO1)CCN